methyl (R)-13-fluoro-12-hydroxy-11-methoxy-3,3-dimethyl-8-oxo-2,3,8,13b-tetrahydro-1H-pyrido[2,1-a]pyrrolo[1,2-c]phthalazine-7-carboxylate FC=1C=2[C@@H]3N(N4C(C2C=C(C1O)OC)=CC(C(=C4)C(=O)OC)=O)C(CC3)(C)C